(S)-4-ethyl-8-fluoro-4-hydroxy-11-(pyridin-2-ylmethyl)-1,12-dihydro-14H-pyrano[3',4':6,7]indolizino[2,1-b]quinoline-3,6,14(4H,11H)-trione C(C)[C@]1(C(OCC=2C(N3CC=4N(C5=CC=C(C=C5C(C4C3=CC21)=O)F)CC2=NC=CC=C2)=O)=O)O